C1(CC1)OC=1C(=CC(=C(C(=O)O)C1)[N+](=O)[O-])O 5-Cyclopropyloxy-4-hydroxy-2-nitrobenzoic acid